BrC1=CN=C2N1CN(C=C2)C 3-bromo-6-methylimidazo[1,2-c]pyrimidin